(S)-2-(2-chloro-5-isopropyl-8-oxothieno[2',3':4,5]pyrrolo[1,2-d][1,2,4]triazin-7(8H)-yl)-N-(1-methylpiperidin-3-yl)acetamide ClC1=CC2=C(C=C3N2C(=NN(C3=O)CC(=O)N[C@@H]3CN(CCC3)C)C(C)C)S1